FC(CN1N=CC(=C1)C1C(C1C)C(=O)O)F 2-[1-(2,2-difluoroethyl)-1H-pyrazol-4-yl]-3-methylcyclopropane-1-carboxylic acid